COC(C1=C(C(=C(C=C1)OC(C(C)SC(=O)SCCC)=O)[N+](=O)[O-])N1C(CCC1=O)=O)=O 2,5-dioxopyrrolidin-1-yl-3-nitro-4-((2-((propylthio)carbonylthio)propionyl)oxy)benzoic acid methyl ester